Cl.Cl.N1CC(C1)N1N=NC=C1 (azetidin-3-yl)-1H-1,2,3-triazole dihydrochloride